(6,8-dichloro-1-methyl-3,4-dihydroisoquinolin-2(1H)-yl)((R)-6,6-dimethylmorpholin-2-yl)methanone ClC=1C=C2CCN(C(C2=C(C1)Cl)C)C(=O)[C@H]1CNCC(O1)(C)C